ClC=1C=CC=2N(CCN(CC2N1)C)C(=O)C1COCC1 (7-chloro-4-methyl-2,3,4,5-tetrahydro-1H-pyrido[3,2-e][1,4]diazepin-1-yl)(tetrahydrofuran-3-yl)methanone